2-amino-4-hydroxypteridine-6-carboxylic acid NC1=NC2=NC=C(N=C2C(=N1)O)C(=O)O